(4-(4-methylpiperazin-1-yl)phenyl)boric acid CN1CCN(CC1)C1=CC=C(C=C1)OB(O)O